bis((naphthyl)pyridinyl)aniline C1(=CC=CC2=CC=CC=C12)C=1C(=NC=CC1)N(C1=CC=CC=C1)C1=NC=CC=C1C1=CC=CC2=CC=CC=C12